2-((4,6-dichloropyrimidin-5-yl)methylene)-1H-indene-1,3(2H)-dione ClC1=NC=NC(=C1C=C1C(C2=CC=CC=C2C1=O)=O)Cl